N-((7R)-2-Cyano-2-azabicyclo[2.2.1]heptan-7-yl)-5-(3-phenoxypyridin-4-yl)-1H-pyrazol-3-carboxamid C(#N)N1C2CCC(C1)[C@H]2NC(=O)C2=NNC(=C2)C2=C(C=NC=C2)OC2=CC=CC=C2